BrC=1C=C(C=CC1)C(C(=O)OC(C)(C)C)(CCCC(CO[Si](C)(C)C(C)(C)C)(C)C)C([2H])([2H])[2H] tert-butyl 2-(3-bromophenyl)-7-((tert-butyldimethylsilyl)oxy)-6,6-dimethyl-2-(methyl-d3)heptanoate